azobis(2,4-dimethylpentanenitrile) N(=NC(C#N)(CC(C)C)C)C(C#N)(CC(C)C)C